C(C)OC(=O)C1=C(NC=2CC(CC(C2C1C1=CC(=CC=C1)O)=O)C1=C(C=CC=C1)OC)C 4-(3-hydroxyphenyl)-7-(2-methoxyphenyl)-2-methyl-5-oxo-1,4,5,6,7,8-hexahydroquinoline-3-carboxylic acid ethyl ester